ClC1=CC=C(C(=O)NC(C(=O)SCCCCCC)CC2=CC(NC3=CC=CC=C23)=O)C=C1 S-hexyl 2-(4-chlorobenzoylamino)-3-(2-oxo-1,2-dihydroquinolin-4-yl)thiopropionate